ClC=1C(=CC(=C(C(=O)/C(/C(=O)OCC)=C/OCC)C1)F)F ethyl (2Z)-2-[(Z)-5-chloro-2,4-difluorobenzoyl]-3-ethoxyprop-2-enoate